C(#N)C(C(=O)OCC)(CF)C ethyl 2-cyano-3-fluoro-2-methylpropanoate